C1(CC1)C=1N=C2N(N=C(C(=C2)C)N2CC=3C=C(C=NC3CC2)N2C=3N(CCC2)N=CC3)C(C1)=O 2-cyclopropyl-7-(3-(6,7-dihydropyrazolo[1,5-a]pyrimidin-4(5H)-yl)-7,8-dihydro-1,6-naphthyridin-6(5H)-yl)-8-methyl-4H-pyrimido[1,2-b]pyridazin-4-one